CC=CCC methyl-1-butene